Cl.CC1=C(C[C@H](N)C(=O)O)C(=CC(=C1)O)C 2,6-dimethyltyrosine hydrochloride